(2s,5r)-5-((7H-pyrrolo[2,3-D]pyrimidin-4-yl) amino)-2-methylpiperidin-1-yl p-toluenesulfonate CC1=CC=C(C=C1)S(=O)(=O)ON1[C@H](CC[C@H](C1)NC=1C2=C(N=CN1)NC=C2)C